(2-{2-bromo-4-fluoro-5-[3-methyl-2,6-dioxo-4-(trifluoromethyl)-3,6-dihydropyrimidin-1(2H)-yl]phenoxy}phenoxy)acetic acid cyanomethyl ester C(#N)COC(COC1=C(C=CC=C1)OC1=C(C=C(C(=C1)N1C(N(C(=CC1=O)C(F)(F)F)C)=O)F)Br)=O